coproporphyrin I dihydrochloride CC1=C(C2=CC3=NC(=CC4=NC(=CC5=C(C(=C(N5)C=C1N2)CCC(=O)O)C)C(=C4C)CCC(=O)O)C(=C3C)CCC(=O)O)CCC(=O)O.Cl.Cl